(R)-N-(2-tert-butoxyethoxy)-5-(2-(2-chloro-5-fluoropyridin-3-yl)pyrrolidin-1-yl)pyrazolo[1,5-a]pyrimidine-3-carboxamide C(C)(C)(C)OCCONC(=O)C=1C=NN2C1N=C(C=C2)N2[C@H](CCC2)C=2C(=NC=C(C2)F)Cl